C(C1=CC=CC=C1)C=1N=C(C2=C(NC3=CC(=CC=C23)C=2N=NN(N2)C)N1)Cl 2-benzyl-4-chloro-7-(2-methyl-2H-tetrazol-5-yl)-9H-pyrimido[4,5-b]Indole